ClC1=NC=C(C(=N1)OCC1=CC=C(C=C1)N1N=C(C=C1C)C(F)(F)F)C 2-chloro-5-methyl-4-[[4-[5-methyl-3-(trifluoromethyl)pyrazol-1-yl]phenyl]methoxy]pyrimidine